(2-amino-5-chloro-phenyl)(phenyl)methanone tert-butyl-6-[7-[2-[2-(2-aminoethoxy)ethoxy]-4-fluoro-phenyl]thieno[2,3-d]pyridazin-4-yl]-3,4-dihydro-1H-isoquinoline-2-carboxylate C(C)(C)(C)OC(=O)N1CC2=CC=C(C=C2CC1)C1=C2C(=C(N=N1)C1=C(C=C(C=C1)F)OCCOCCN)SC=C2.NC2=C(C=C(C=C2)Cl)C(=O)C2=CC=CC=C2